decyl-isoprene pyrophosphate OP(O)(=O)OP(=O)(O)O.C(CCCCCCCCC)C=CC(C)=C